N1C=CC2=C(C=CC=C12)CN1C(C(=CC(=C1)C(=O)N[C@@H]1[C@H](C1)CO)C(=O)NC)=O 1-((1H-indol-4-yl)methyl)-N5-((1S,2S)-2-(hydroxymethyl)cyclopropyl)-N3-methyl-2-oxo-1,2-dihydropyridine-3,5-dicarboxamide